C(CCCC)(=O)NC1CCCC1 1-valerylaminocyclopentan